benzyl 2,3-bis(benzyloxy)-4-((2-(2-((tert-butoxycarbonyl)amino)ethoxy)ethyl)carbamoyl)benzoate C(C1=CC=CC=C1)OC1=C(C(=O)OCC2=CC=CC=C2)C=CC(=C1OCC1=CC=CC=C1)C(NCCOCCNC(=O)OC(C)(C)C)=O